C(N)(OC=1C=NC(=NC1)C=1OC(=NN1)CN(C1=CC=C(C=C1)F)C(CC1=C(C=C(C=C1)C(F)(F)F)C(F)(F)F)=O)=O (2-{5-[({2-[2,4-bis(trifluoromethyl) phenyl] acetyl} (4-fluorophenyl) amino) methyl]-1,3,4-oxadiazol-2-yl} pyrimidin-5-yl) carbamate